(6-methyl-8-(methylamino)-2,7-naphthyridin-3-yl)cyclopropanecarboxamide CC=1C=C2C=C(N=CC2=C(N1)NC)C1(CC1)C(=O)N